2-CYCLOPROPOXY-4-FORMYL-N-METHYLBENZAMIDE C1(CC1)OC1=C(C(=O)NC)C=CC(=C1)C=O